CN1C=NC(=C1)CC(=O)N 2-(1-methyl-1H-imidazol-4-yl)acetamide